(2R,3S,4R,5R)-2-((S)-bicyclo[4.2.0]octa-1,3,5-trien-3-yl(hydroxy)methyl)-5-(4-methyl-7H-pyrrolo[2,3-d]pyrimidin-7-yl)tetrahydrofuran-3,4-diol C12=CC(=CC=C2CC1)[C@@H]([C@H]1O[C@H]([C@@H]([C@@H]1O)O)N1C=CC2=C1N=CN=C2C)O